N-(6-((5-bromo-2-((2-methoxy-5-methyl-4-(3,9-diazaspiro[5.5]undec-3-yl)phenyl)amino)pyrimidin-4-yl)amino)quinoxalin-5-yl)-N-methylmethanesulfonamide BrC=1C(=NC(=NC1)NC1=C(C=C(C(=C1)C)N1CCC2(CC1)CCNCC2)OC)NC=2C(=C1N=CC=NC1=CC2)N(S(=O)(=O)C)C